N-(methyl-d3)-4-((2,4,5-trimethyl-4,5-dihydro-2H-pyrazolo[4,3-c]quinolin-6-yl)amino)nicotinamide C(NC(C1=CN=CC=C1NC1=CC=CC=2C=3C(C(N(C12)C)C)=CN(N3)C)=O)([2H])([2H])[2H]